(Z)-1-(1-bromo-4-chlorobut-2-en-2-yl)-4-methoxybenzene BrC\C(=C/CCl)\C1=CC=C(C=C1)OC